ClC1=CC(=C(CN2CCN(CC2)C(=O)OC(C(F)(F)F)C(F)(F)F)C=C1)N1C[C@H](CC1)CF 1,1,1,3,3,3-Hexafluoropropan-2-yl (S)-4-(4-chloro-2-(3-(fluoromethyl)pyrrolidin-1-yl)benzyl)piperazine-1-carboxylate